FC1CN(CCCC1)C1=CC=CN=N1 6-(3-fluoroazepan-1-yl)pyridazin